5-[4-[(7-ethyl-6-oxo-5H-1,5-naphthyridin-3-yl)methyl]piperazin-1-yl]-6-fluoro-N-methyl-pyridine-2-carboxamide C(C)C=1C(NC=2C=C(C=NC2C1)CN1CCN(CC1)C=1C=CC(=NC1F)C(=O)NC)=O